2-(4-fluoro-3-trifluoromethylbenzyl)-5-bromobenzaldehyde FC1=C(C=C(CC2=C(C=O)C=C(C=C2)Br)C=C1)C(F)(F)F